Dioxolane-2-one O1C(OCC1)=O